CN1C(C=C2C=3C(=C(C=CC13)NC1=CC=C(C=C1)C)C(C1=CC=CC=C12)=O)=O 3-Methyl-6-[(4-methylphenyl)amino]-3H-naphtho[1,2,3-de]quinoline-2,7-dione